C(C)OC(=O)[C@@H]1CC=C[C@H](C1)N1C(C2=CC=CC=C2C1=O)=O (1R,5S)-5-(1,3-Dioxoisoindolin-2-yl)cyclohex-3-ene-1-carboxylic acid ethyl ester